N-[(1R)-1-[3-Methoxy-5-(1-methylpyrazol-4-yl)phenyl]ethyl]-2-methyl-5-(1-methyl-4-piperidyl)benzamide COC=1C=C(C=C(C1)C=1C=NN(C1)C)[C@@H](C)NC(C1=C(C=CC(=C1)C1CCN(CC1)C)C)=O